C1(CC1)C1=NNC(=N1)C1CC2(CN(C2)C(=O)N2CC3(C2)CC(C3)CC3=NC=C(C=C3)S(=O)(=N)C(F)(F)F)C1 [6-(3-cyclopropyl-1H-1,2,4-triazol-5-yl)-2-azaspiro[3.3]heptan-2-yl]-[6-[[5-(trifluoromethylsulfonimidoyl)-2-pyridyl]methyl]-2-azaspiro[3.3]heptan-2-yl]methanone